(Z)-2-cyano-N-(5-cyclohexylpyrimidin-2-yl)-3-hydroxy-3-(5-methylisoxazol-4-yl)acrylamide C(#N)/C(/C(=O)NC1=NC=C(C=N1)C1CCCCC1)=C(\C=1C=NOC1C)/O